4-butyl-3,5-octanediol dibenzoate C(C1=CC=CC=C1)(=O)OC(CC)C(C(CCC)OC(C1=CC=CC=C1)=O)CCCC